COC1=CC=C(C=C1)CCC (4-methoxyphenyl)propane